S(=O)(=O)(C(F)(F)F)C1=CC=C(CN2CCC3(CN(C3)C(=O)N3CC4(C3)NC(CC4)=O)CC2)C=C1 2-[7-(4-triflylbenzyl)-2,7-diazaspiro[3.5]nonane-2-carbonyl]-2,5-diazaspiro[3.4]octan-6-one